2,6-dichloro-N-(2-(2-fluorobenzoyl)-5-(pentafluorosulfanyl)phenyl)benzamide lithium benzenesulfinate C1(=CC=CC=C1)S(=O)[O-].[Li+].ClC1=C(C(=O)NC2=C(C=CC(=C2)S(F)(F)(F)(F)F)C(C2=C(C=CC=C2)F)=O)C(=CC=C1)Cl